(6R)-2-[7-[2,4-difluoro-6-(2-methoxyethoxy)phenyl]-4-hydroxy-thieno[3,2-c]pyridin-6-yl]-6-methyl-6,7-dihydro-4H-pyrazolo[1,5-a]pyrazine-5-carboxylic acid tert-butyl ester C(C)(C)(C)OC(=O)N1CC=2N(C[C@H]1C)N=C(C2)C2=C(C1=C(C(=N2)O)C=CS1)C1=C(C=C(C=C1OCCOC)F)F